FC(C(O)C1=C(C=CC=C1)N1N=CC(=C1)C(=O)O)(F)F 1-[2-(2,2,2-trifluoro-1-hydroxyethyl)phenyl]-1H-pyrazole-4-carboxylic acid